BrC1=CC=C(C=C1)S(=O)(=O)CCl 1-Bromo-4-(chloromethylsulfonyl)benzene